3-(2-{1-[(1S)-2,2-Difluorocyclopropyl]-6-fluoro-1,3-benzodiazol-5-yl}ethynyl)-1-[(3S,5R)-5-(methoxymethyl)-1-(prop-2-enoyl)pyrrolidin-3-yl]-5-(methylamino)pyrazole-4-carboxamide FC1([C@H](C1)N1C=NC2=C1C=C(C(=C2)C#CC2=NN(C(=C2C(=O)N)NC)[C@@H]2CN([C@H](C2)COC)C(C=C)=O)F)F